1-(2-Amino-4-chloro-6-fluorophenyl)ethan-1-one methyl-2-[4-[5-(tert-butoxycarbonylamino)-4-cyano-1-isopropyl-pyrazol-3-yl]phenyl]acetate COC(CC1=CC=C(C=C1)C1=NN(C(=C1C#N)NC(=O)OC(C)(C)C)C(C)C)=O.NC1=C(C(=CC(=C1)Cl)F)C(C)=O